The molecule is a monocarboxylic acid that is propanoic acid substituted at position 2 by a (1S,4R,4aS,8aR)-4,7-dimethyl-1,2,3,4,4a,5,6,8a-octahydronaphthalen-1-yl group. It is a sesquiterpenoid precursor of the antimalarial drug, artemisinin. It has a role as a plant metabolite. It is a carbobicyclic compound, a monocarboxylic acid, a member of octahydronaphthalenes and a sesquiterpenoid. It is a conjugate acid of a dihydroartemisinate. C[C@@H]1CC[C@H]([C@@H]2[C@H]1CCC(=C2)C)[C@@H](C)C(=O)O